4-difluoromethoxy-2-iodoaniline FC(OC1=CC(=C(N)C=C1)I)F